C(C)(=O)N1[C@@H]2[C@H](CC1)CNC2 (3aR,6aR)-1-acetylhexahydropyrrolo[3,4-b]pyrrol